2-isopropyl-6-(isopropylsulfonyl)-4-methyl-8-(6-methyl-7-oxo-6,7-dihydro-1H-pyrrolo[2,3-c]pyridin-4-yl)-2H-1,4-benzoxazin-3(4H)-one C(C)(C)C1OC2=C(N(C1=O)C)C=C(C=C2C=2C1=C(C(N(C2)C)=O)NC=C1)S(=O)(=O)C(C)C